FC(C=1C=C(C(=O)N([C@@H](C)C2=NC=CN=C2C2=NC=CN=C2)C)C=C(C1)C(F)(F)F)F 3-(difluoromethyl)-N-methyl-N-[(1S)-1-(3-pyrazin-2-ylpyrazin-2-yl)ethyl]-5-(trifluoromethyl)benzamide